cyano-4-fluorocinnamic acid C(#N)C(C(=O)O)=CC1=CC=C(C=C1)F